NC1=CC=C(C(=O)NCC(=O)O)C=C1 4-aminobenzamidoacetic acid